5-(1H-pyrazol-4-yl)-2-{6-[(3s,5r)-3,4,5-trimethylpiperazin-1-yl]pyridazin-3-yl}pyridin-3-ol dihydrochloride Cl.Cl.N1N=CC(=C1)C=1C=C(C(=NC1)C=1N=NC(=CC1)N1C[C@@H](N([C@@H](C1)C)C)C)O